4-[(2R)-3-(3,4-dihydro-1H-isoquinolin-2-yl)-2-hydroxy-propyl]-8-(6-fluoro-2-pyridyl)-2,3-dihydro-1,4-benzoxazepin-5-one C1N(CCC2=CC=CC=C12)C[C@H](CN1CCOC2=C(C1=O)C=CC(=C2)C2=NC(=CC=C2)F)O